NC1=C(C(=C(C(=O)O)C=C1Cl)F)F 4-amino-5-chloro-2,3-difluorobenzoic acid